(7S)-2-[4-(2-methylphenoxy)phenyl]-7-[4-(prop-2-enoyl)piperazin-1-yl]-4,5,6,7-tetrahydro-2H-pyrazolo[4,3-b]pyridine-3-carboxamide CC1=C(OC2=CC=C(C=C2)N2N=C3C(NCC[C@@H]3N3CCN(CC3)C(C=C)=O)=C2C(=O)N)C=CC=C1